N[C@H](C(F)(F)F)C (S)-2-amino-1,1,1-trifluoropropane